8-bromo-6-chloro-3-fluoro-imidazo[1,2-b]pyridazine BrC=1C=2N(N=C(C1)Cl)C(=CN2)F